CN(C)CC1=CC=C(C=N1)OC1=C(C=NC=C1)C1=NN2C(N=CC(=C2)F)=C1C(=O)N (4-((6-((dimethylamino)methyl)pyridin-3-yl)oxy)pyridin-3-yl)-6-fluoropyrazolo[1,5-a]pyrimidine-3-carboxamide